[N+](=O)([O-])C=1C=CC=C2C=CC(NC12)=C1C(C2=CC=C(C=C2C1=O)C(=O)O)=O 2-(8-nitroquinolin-2(1H)-ylidene)-1,3-dioxo-2,3-dihydro-1H-indene-5-carboxylic acid